C1(CC1)N1N=CC=C(C1=O)NC(=O)C=1C(=CC=2N(C1)C=C(N2)[C@]21CO[C@](CC2)(C1)C)OC(C)C N-(2-cyclopropyl-3-oxo-2,3-dihydropyridazin-4-yl)-7-isopropoxy-2-((1R,4S)-1-methyl-2-oxabicyclo[2.2.1]heptan-4-yl)imidazo[1,2-a]pyridine-6-carboxamide